(R)-1-(4-(2-(6-(3-aminopiperidine-1-carbonyl)-3-methylpyrazolo[1,5-a]pyridin-2-yl)-1-(cyclopropylmethyl)-1H-indol-7-yl)piperidin-1-yl)ethan-1-one N[C@H]1CN(CCC1)C(=O)C=1C=CC=2N(C1)N=C(C2C)C=2N(C1=C(C=CC=C1C2)C2CCN(CC2)C(C)=O)CC2CC2